FC(CN1CCN(CC1)C1=C(C=C2C(=N1)OC[C@](C2)(C)O)NC(=O)C=2C=NN1C2N=CC=C1)F |r| N-[rac-(3R)-7-[4-(2,2-difluoroethyl)piperazin-1-yl]-3-hydroxy-3-methyl-2,4-dihydropyrano[2,3-b]pyridin-6-yl]pyrazolo[1,5-a]pyrimidine-3-carboxamide